C1=C(C=CC2=CC=CC=C12)OC(=O)CC1C2C=CC(C1)C2 5-(2-naphthyloxycarbonyl-methyl)-bicyclo[2.2.1]Hept-2-ene